N,N''-Bis(4-chlorophenyl)-3,12-diimino-2,4,11,13-tetraaza-tetradecandiimidamid ClC1=CC=C(C=C1)NC(NC(NCCCCCCNC(NC(N)=N)=N)=N)=NC1=CC=C(C=C1)Cl